(S)-N-(1-hydroxy-3-phenylpropan-2-yl)-3,4-dimethylbenzamide OC[C@H](CC1=CC=CC=C1)NC(C1=CC(=C(C=C1)C)C)=O